3,6-Dimethoxyestra-1,3,5(10),6,8-pentaene-17β-carboxylic acid methyl ester COC(=O)[C@@H]1[C@]2(C)[C@@H](CC1)C=1C=C(C=3C=C(C=CC3C1CC2)OC)OC